BrC1=NC=CC(=C1)[C@H](CC)N[S@](=O)C(C)(C)C (R)-N-((S)-1-(2-bromopyridin-4-yl)propyl)-2-methylpropane-2-sulfinamide